NC=1C=C(OC2=CC=C(C=C2)C(C)C2=CC=C(C=C2)OC2=CC(=CC=C2)N)C=CC1 1,1-bis[4-(3-aminophenoxy)phenyl]ethane